(E)-N-((1,2,3,5,6,7-hexahydro-s-indacen-4-yl)carbamoyl)-3-(isopropyl(methyl)amino)-3-methylbut-1-ene-1-sulfonamide C1CCC2=C(C=3CCCC3C=C12)NC(=O)NS(=O)(=O)\C=C\C(C)(C)N(C)C(C)C